1-methyl-N-(4-methyl-3-(2-(methylamino)-8,9-dihydroimidazo[1',2':1,6]pyrido[2,3-d]pyrimidin-6-yl)phenyl)-2-(trifluoromethyl)piperidine-4-carboxamide CN1C(CC(CC1)C(=O)NC1=CC(=C(C=C1)C)C1=CC2=C(N=C(N=C2)NC)N2C1=NCC2)C(F)(F)F